3-(pyridin-3-yl)-2-azabicyclo[2.2.2]oct-5-ene N1=CC(=CC=C1)C1NC2C=CC1CC2